C(C)(C)(C)C([C@](N)(C(=O)O)C(C)(C)C)(C1=CNC2=CC=CC=C12)C(C)(C)C TRI-TERT-BUTYL-TRYPTOPHANE